4-(2-Chloroethoxy)-3,4-dimethoxy-cyclohex-2,5-dien-1-one ClCCOC1(C(=CC(C=C1)=O)OC)OC